FC1=C(C(=CC(=C1)NC(=O)OC)F)C=1N=C2N(C=CC(=C2)C)C1C[C@H]1CN(CCO1)C(=O)OC methyl (S)-2-((2-(2,6-difluoro-4-(methoxycarbonylamino)phenyl)-7-methylimidazo[1,2-a]pyridin-3-yl)-methyl)morpholine-4-carboxylate